(4-(5-(3,5-dichlorophenyl)-5-(trifluoromethyl)-4,5-dihydroisoxazol-3-yl)phenyl)(1H-indol-1-yl)methanone ClC=1C=C(C=C(C1)Cl)C1(CC(=NO1)C1=CC=C(C=C1)C(=O)N1C=CC2=CC=CC=C12)C(F)(F)F